1,2-bis(3',4'-diaminophenoxy)benzene NC=1C=C(OC2=C(C=CC=C2)OC2=CC(=C(C=C2)N)N)C=CC1N